tert-butyl 4-(2-(3-(2-((3-amino-6-chloropyridazin-4-yl)oxy)ethyl)phenoxy)ethyl)piperazine-1-carboxylate NC=1N=NC(=CC1OCCC=1C=C(OCCN2CCN(CC2)C(=O)OC(C)(C)C)C=CC1)Cl